acetyl-penicillamine methyl ester COC([C@@H](NC(C)=O)C(C)(C)S)=O